NCCN[C@@H](C)C(=O)O N-(2-aminoethyl)-alanine